(1,3-bis-(2,4,6-trimethylphenyl)-2-imidazolidinylidene)-dichloro(o-isopropoxyphenylmethylene)ruthenium CC1=C(C(=CC(=C1)C)C)N1C(N(CC1)C1=C(C=C(C=C1C)C)C)=[Ru](=CC1=C(C=CC=C1)OC(C)C)(Cl)Cl